3-((2S)-2-hydroxy-3-(8-(3-(1-methyl-1H-pyrazol-4-yl)phenylsulfonyl)-1-oxa-8-azaspiro[4.5]dec-3-ylamino)propoxy)-N-methylbenzenesulfonamide O[C@H](COC=1C=C(C=CC1)S(=O)(=O)NC)CNC1COC2(C1)CCN(CC2)S(=O)(=O)C2=CC(=CC=C2)C=2C=NN(C2)C